C(#N)C1=C(C=CC=C1C1NCCC2=C1SC(=N2)C(=O)N)C2=C(C(=CC=C2)C2NCCC1=C2SC(=N1)C(=O)N)C#N (2,2'-dicyano-[1,1'-biphenyl]-3,3'-diyl)bis(4,5,6,7-tetrahydrothiazolo[5,4-c]pyridine-2-carboxamide)